C(C)(C)(C)OC(CC1=C(C=C(C(=O)O[C@H]2[C@H](C2)C2CCN(CC2)C2=NC=C(C=N2)Cl)C=C1)F)=O (1R,2R)-2-(1-(5-chloropyrimidin-2-yl)piperidin-4-yl)cyclopropyl 4-(2-(tert-butoxy)-2-oxoethyl)-3-fluorobenzoate